(4R,4'R)-6-chloro-2-[(2,4-dimethoxyphenyl)methyl]-4'-(hydroxymethyl)-1'-(4-isoquinolyl)spiro[3H-isoquinoline-4,3'-pyrrolidine]-1,2'-dione ClC=1C=C2C(=CC1)C(N(C[C@]21C(N(C[C@@H]1CO)C1=CN=CC2=CC=CC=C12)=O)CC1=C(C=C(C=C1)OC)OC)=O